2-cyclopentylacrylonitrile C1(CCCC1)C(C#N)=C